C1(=CC=CC=C1)P(=O)(C1=CC=CC=C1)CC(=O)C1=CC=C(C=C1)Cl (diphenylphosphoryl)-1-(4-chlorophenyl)ethan-1-one